ClC=1C=C(OCC#N)C=C(C1OC1=NNC(C(=C1)C(C)C)=O)Cl 2-(3,5-dichloro-4-((5-isopropyl-6-oxo-1,6-dihydropyridazin-3-yl)oxy)phenoxy)acetonitrile